propyl-imidazolyl iodide C(CC)C=1N=C(NC1)I